naphthalenemonoamide C1(=CC=CC2=CC=CC=C12)C(=O)N